4-butylene glutarate adipate C(CCCCC(=O)O)(=O)O.C1(CCCC(=O)OCCCCO1)=O